ClC1=C(C=C2C(NC(N(C2=C1)CC1CC1)=O)=O)S(=O)(=O)NC1(CC1)C 7-chloro-1-(cyclopropylmethyl)-N-(1-methylcyclopropyl)-2,4-dioxo-1,2,3,4-tetrahydroquinazoline-6-sulfonamide